2-(6-(8-oxa-3-azabicyclo[3.2.1]oct-3-yl)-2-methylpyridin-3-yl)spiro[3.3]heptane-2,6-diamine C12CN(CC(CC1)O2)C2=CC=C(C(=N2)C)C2(CC1(C2)CC(C1)N)N